ClC=1C=NC(=NC1)N1CCC(CC1)C1CC(C1)CCOC1=CC(=C(C(=C1)F)CC(=O)N1CC(C1)CNC[C@@H]([C@H]([C@@H]([C@@H](CO)O)O)O)O)F 2-[4-[2-[3-[1-(5-chloropyrimidin-2-yl)-4-piperidyl]cyclobutyl]ethoxy]-2,6-difluoro-phenyl]-1-[3-[[[(2S,3R,4R,5R)-2,3,4,5,6-pentahydroxyhexyl]amino]methyl]azetidin-1-yl]ethanone